methyl ((4-(trifluoromethyl)piperidin-1-yl)sulfonyl)carbamate FC(C1CCN(CC1)S(=O)(=O)NC(OC)=O)(F)F